heptadecan-9-yl 8-((2-hydroxy-6-(1H-pyrrole-3-carboxamido)hexyl)(6-oxo-6-(undecan-4-yloxy)hexyl)Amino)octanoate OC(CN(CCCCCCCC(=O)OC(CCCCCCCC)CCCCCCCC)CCCCCC(OC(CCC)CCCCCCC)=O)CCCCNC(=O)C1=CNC=C1